C12OCC(N(C1)C(=O)C=1C=C3CN(C(C3=CC1)=O)C1C(NC(CC1)=O)=O)C2 3-(5-(2-oxa-5-azabicyclo[2.2.1]heptane-5-carbonyl)-1-oxoisoindolin-2-yl)piperidine-2,6-dione